C1(=CC=CC=C1)C1=CC=C(C[C@H](N)C(=O)O)C=C1 (4-phenyl)phenylalanine